5,5'-diamino-2,2'-biphenol NC1=CC=C(C(=C1)O)C=1C(=CC(=CC1)N)O